3-[(diisopropylamino)-[(2R,5R)-5-(2,4-dioxopyrimidin-1-yl)-2-[(hexadecylideneamino)oxymethyl]-4-methoxy-tetrahydrofuran-3-yl]oxy-phosphanyl]oxypropanenitrile C(C)(C)N(C(C)C)P(OCCC#N)OC1[C@H](O[C@H](C1OC)N1C(NC(C=C1)=O)=O)CON=CCCCCCCCCCCCCCCC